C(C)C1=C(C=CC=C1OC)CC(C(=O)O)C ethyl-α-methyl-3-(methoxy)benzenepropanoic acid